N-(5-(3-(Ethoxymethyl)-7'-fluoro-3'-methyl-2'-oxo-2',3'-dihydrospiro[cyclobutane-1,1'-pyrrolo[2,3-c]quinolin]-8'-yl)-2-(2-(isopropylamino)ethoxy)pyridin-3-yl)methanesulfonamide C(C)OCC1CC2(C(N(C=3C=NC=4C=C(C(=CC4C32)C=3C=C(C(=NC3)OCCNC(C)C)NS(=O)(=O)C)F)C)=O)C1